C(C)(=O)N[C@H]1C[C@H](C[C@H]1N)C(=O)N[C@@H](C1(CCCC1)C)C1=C(C(=CC=C1F)Cl)Cl (1S,3S,4R)-3-acetamido-4-amino-N-((S)-(2,3-dichloro-6-fluorophenyl)(1-methylcyclopentyl)methyl)cyclopentane-1-carboxamide